5-[7-(3-hydroxy-3-methyl-cyclobutyl)-5-methyl-pyrrolo[2,3-c]pyridazin-3-yl]-2,6-dimethyl-benzofuran-4-ol OC1(CC(C1)N1C=C(C2=C1N=NC(=C2)C2=C(C=C1C(C=C(O1)C)=C2O)C)C)C